COC(C1=C(C=CC(=C1)OC)NC1=C(C=NC2=CC=C(C=C12)Cl)C1CCOCC1)=O 2-[(6-chloro-3-tetrahydropyran-4-yl-4-quinolinyl)amino]-5-methoxy-benzoic acid methyl ester